NC1=NC=C(C=C1O[C@H](C)C=1C=C(C=CC1)NC(=O)C=1C=C2CCCC2=CC1)Cl (R)-N-(3-(1-((2-amino-5-chloropyridin-3-yl)oxy)ethyl)-phenyl)-2,3-dihydro-1H-indene-5-carboxamide